BrC=1C=C(C=CC1)C=1[Se][C@H](CC(N1)=O)C1=CC=CC=C1 (R)-2-(3-Bromophenyl)-6-phenyl-5,6-dihydro-4H-1,3-selenazin-4-one